N1=C(C=CC=C1C(=O)OC)C(=O)OC dimethyl 2,6-pyridinedicarboxylate